pentane-2,4-diyl bis(diphenylcarbamate) C1(=CC=CC=C1)N(C(OC(C)CC(C)OC(N(C1=CC=CC=C1)C1=CC=CC=C1)=O)=O)C1=CC=CC=C1